(1S,3S)-3-((6-(3-(((butoxycarbonyl)(methyl)amino)methyl)-5-chlorothiophen-2-yl)-2-methyl Methyl pyridin-3-yl)oxy)cyclohexane-1-carboxylate C(CCC)OC(=O)N(C)CC1=C(SC(=C1)Cl)C1=CC(=C(C(=N1)C)O[C@@H]1C[C@H](CCC1)C(=O)[O-])C